2-(5-{N-[8-(1,3-dioxoisoindol-2-yl)octyl]piperidine-3-amido}-2-oxopyridin-1-yl)acetic acid O=C1N(C(C2=CC=CC=C12)=O)CCCCCCCCN(C(=O)C1CNCCC1)C=1C=CC(N(C1)CC(=O)O)=O